CC1=CC=C(C=C1)C23CC4CC(C2)CC(C4)C3 p-(1-Adamantyl)Toluene